Rac-4-(1-((cis)-2-((2-(2,6-dioxopiperidin-3-yl)-1-oxoisoindolin-5-yl)oxy)cyclohexyl)azetidin-3-yl)picolinonitrile O=C1NC(CC[C@H]1N1C(C2=CC=C(C=C2C1)O[C@@H]1[C@@H](CCCC1)N1CC(C1)C1=CC(=NC=C1)C#N)=O)=O |&1:6|